ethyl 7-chloro-2-(ethylsulfanyl)-6-fluoro-4-hydroxyquinoline-3-carboxylate ClC1=C(C=C2C(=C(C(=NC2=C1)SCC)C(=O)OCC)O)F